Allyl (6aS)-8-(1,3-dimethyl-2,4-dioxo-1,2,3,4-tetrahydropyrimidin-5-yl)-3-hydroxy-2,6-dimethoxy-12-oxo-6,6a,7,10-tetrahydrobenzo[e]pyrido[1,2-a][1,4]diazepine-5(12H)-carboxylate CN1C(N(C(C(=C1)C=1C[C@@H]2N(C(C3=C(N(C2OC)C(=O)OCC=C)C=C(C(=C3)OC)O)=O)CC1)=O)C)=O